N-(5-(7-chlorobenzo[d][1,3]dioxol-5-yl)-1-isobutyl-1H-pyrazolo[3,4-b]pyridin-3-yl)pivalamide ClC1=CC(=CC2=C1OCO2)C=2C=C1C(=NC2)N(N=C1NC(C(C)(C)C)=O)CC(C)C